The molecule is carboxylate anion of demethylsulochrin. It is a conjugate base of a demethylsulochrin. It is a conjugate acid of a demethylsulochrin(2-). CC1=CC(=C(C(=C1)[O-])C(=O)C2=C(C=C(C=C2OC)O)C(=O)O)O